The molecule is a metalloporphyrin that is sirohydrochlorin a,c-diamide in which the four nitrogen atoms are bound to a central nickel atom. It is a metalloporphyrin and a nickel coordination entity. It derives from a sirohydrochlorin. It is a conjugate acid of a nickel-sirohydrochlorin a,c-diamide(6-). C[C@@]1([C@@H](C2=CC3=NC(=CC4=C(C(=C([N-]4)C=C5[C@@]([C@@H](C(=N5)C=C1[N-]2)CCC(=O)O)(C)CC(=O)N)CC(=O)O)CCC(=O)O)C(=C3CC(=O)O)CCC(=O)O)CCC(=O)O)CC(=O)N.[Ni]